N1N=C(C2=CC=CC=C12)C(C)=O 1-(1H-indazol-3-yl)-ethanone